FC(C(=O)O)(F)F.O(C1=CC=CC=C1)C1=CC=C(C=C1)C1=NNC2=NC=NC(=C21)N 3-(4-phenoxyphenyl)-1H-pyrazolo[3,4-d]pyrimidin-4-amine trifluoroacetate